COC=1C=C2CCN(CC2=CC1OC)C(=O)C1=CC2=CC=C(C=C2C=C1)C1=CC=CC=C1 (6,7-dimethoxy-3,4-dihydroisoquinolin-2(1H)-yl)(6-phenyl-naphthalen-2-yl)methanone